C(C1=CC=CC=C1)OC(=O)N[C@H](C(=O)N(C)[C@H]([C@@H](CC(=O)N1[C@@H](CCC1)[C@@H]([C@H](C(=O)OCC)C)OC)OC)[C@H](CC)C)C(C)C Ethyl (2R,3R)-3-((S)-1-((3R,4S,5S)-4-((S)-2-(((benzyloxy) carbonyl) amino)-N,3-dimethylbutyrylamino)-3-methoxy-5-methylheptanoyl) pyrrolidin-2-yl)-3-methoxy-2-methylpropionate